Methyl 10-(((S)-1-((2S,4R)-4-hydroxy-2-((4-(4-methylthiazol-5-yl) benzyl) carbamoyl)pyrrolidin-1-yl)-3,3-dimethyl-1-oxobutan-2-yl)amino)-10-oxodecanoate O[C@@H]1C[C@H](N(C1)C([C@H](C(C)(C)C)NC(CCCCCCCCC(=O)OC)=O)=O)C(NCC1=CC=C(C=C1)C1=C(N=CS1)C)=O